C1(CC1)CN1N=C(C(=C1)C1=NC(=CC=C1C(C)=O)N1C=NC2=C1C=CC(=C2)NC=2N=NC(=CC2)C)C 1-[2-[1-(cyclopropylmethyl)-3-methyl-pyrazol-4-yl]-6-[5-[(6-methylpyridazin-3-yl)amino]benzimidazol-1-yl]-3-pyridyl]ethanone